(2-((2-chloro-4-methylphenyl)(methyl)amino)pyridin-4-yl)(piperazin-1-yl)methanone ClC1=C(C=CC(=C1)C)N(C1=NC=CC(=C1)C(=O)N1CCNCC1)C